N-(3-chlorophenyl)-N-((4-(5-(difluoromethyl)-1,3,4-oxadiazol-2-yl)thiazol-2-yl)methyl)propionamide ClC=1C=C(C=CC1)N(C(CC)=O)CC=1SC=C(N1)C=1OC(=NN1)C(F)F